(8S,11R,13S,14S,17S)-11-(4-aminophenyl)-17-hydroxy-13-methyl-17-prop-1-ynyl-1,2,6,7,8,11,12,14,15,16-decahydrocyclopenta[a]phenanthren-3-one NC1=CC=C(C=C1)[C@H]1C[C@@]2([C@@](CC[C@H]2[C@@H]2CCC3=CC(CCC3=C12)=O)(C#CC)O)C